2-methyl-N-(1-methyl-1H-pyrazol-3-yl)-5-((4-methylthiazol-5-yl)methoxy)benzofuran CC=1OC2=C(C1)C=C(C=C2)OCC2=C(N(CS2)C2=NN(C=C2)C)C